N1NC(C2CCCC=C12)=O 1,4,5,6-tetrahydroindazolone